6-(4-chloro-3-fluorophenyl)-2-(3,5-difluorophenyl)-N-[(2S)-1-hydroxy-3-methylbut-2-yl]-3-oxo-2,3-dihydropyridazine-4-carboxamide ClC1=C(C=C(C=C1)C=1C=C(C(N(N1)C1=CC(=CC(=C1)F)F)=O)C(=O)N[C@H](CO)C(C)C)F